C(C)(C)N1C(=NN2C(C1=O)=NC=C2C=2C=NN(C2)C2OCCCC2)C2=CN(C1=CC=CC=C21)C 3-isopropyl-2-(1-methyl-1H-indol-3-yl)-7-(1-(tetrahydro-2H-pyran-2-yl)-1H-pyrazol-4-yl)imidazo[2,1-f][1,2,4]triazin-4(3H)-one